4-methoxy-3-(5-(thiophen-2-yl)pyridin-3-yl)phenol COC1=C(C=C(C=C1)O)C=1C=NC=C(C1)C=1SC=CC1